((2-((2-chloro-3'-(3-(4-hydroxypiperidin-1-yl)propoxy)-2'-methyl-[1,1'-biphenyl]-3-yl)methoxy)-4,6-dimethoxypyrimidin-5-yl)methyl)-L-proline ClC1=C(C=CC=C1COC1=NC(=C(C(=N1)OC)CN1[C@@H](CCC1)C(=O)O)OC)C1=C(C(=CC=C1)OCCCN1CCC(CC1)O)C